C(C)(C)(C)OC(C(CN1CC2C(OCCN2)CC1)(C)C)=O 6-(3-(tert-butoxy)-2,2-dimethyl-3-oxopropyl)hexahydro-2H-pyrido[4,3-b][1,4]oxazin